2-(4-chlorophenyl)acetic acid 2-methoxy-4-methylphenyl ester COC1=C(C=CC(=C1)C)OC(CC1=CC=C(C=C1)Cl)=O